CO[C@H]1CNCCC1 (R)-3-Methoxypiperidine